5-chloro-2-fluoro-4-{[4-({[(2S,4R)-4-methoxypyrrolidin-2-yl]-methyl}amino)butyl]amino}-N-1,3-thiazol-2-ylbenzenesulfonamide ClC=1C(=CC(=C(C1)S(=O)(=O)NC=1SC=CN1)F)NCCCCNC[C@H]1NC[C@@H](C1)OC